(3R,4S,6R)-6-cyanooxane-3,4-diyl diacetate C(C)(=O)O[C@@H]1CO[C@H](C[C@@H]1OC(C)=O)C#N